1-Amino-3-bromo-5-fluoropyridine-1-ium 2,4,6-trimethylbenzene-1-sulfonate CC1=C(C(=CC(=C1)C)C)S(=O)(=O)[O-].N[N+]1=CC(=CC(=C1)F)Br